C(C)(C)OC(=O)C1(CC(C1)OC1=CC=CC=C1)C(=O)NNC1=CC=C(C=C1)Cl 1-(2-(4-chlorophenyl)hydrazine-1-carbonyl)-3-phenoxycyclobutane-1-carboxylic acid isopropyl ester